N[C@H]1CN(CC[C@H]1O)C(=O)OC(C)(C)C tert-butyl (3S,4R)-3-amino-4-hydroxy-piperidine-1-carboxylate